N-(3-chloro-5-methylbenzyl)-2-(1-methyl-1H-indazol-3-yl)-ethan-1-amine ClC=1C=C(CNCCC2=NN(C3=CC=CC=C23)C)C=C(C1)C